CC(C(C(=O)O)C(NC1=CC=C2C=NNC2=C1C)=O)C 3-methyl-2-[(7-methyl-1H-indazol-6-yl)carbamoyl]Butyric acid